(Z)-1-(3,3-difluoroazetidin-1-yl)-3-(3-(3-methoxy-5-(trifluoromethyl)phenyl)-1H-1,2,4-triazol-1-yl)prop-2-en-1-one FC1(CN(C1)C(\C=C/N1N=C(N=C1)C1=CC(=CC(=C1)C(F)(F)F)OC)=O)F